2-Bromo-6-isocyanato-1-[(2H3)methyl]toluene BrC1C(C)(C(=CC=C1)N=C=O)C([2H])([2H])[2H]